Cl.Cl.N1CCC(CC1)CNC(=O)C1=CC2=C(N(C(=N2)NC=2SC3=C(N2)C=CC(=C3)Cl)CCOC)C=C1 2-(6-Chloro-benzothiazol-2-ylamino)-1-(2-methoxy-ethyl)-1H-benzoimidazole-5-carboxylic acid (piperidin-4-ylmethyl)-amide dihydrochloride